C1OCCC12CN(CC2)CC(=O)NC=2C=C(C(=NC2)C)NC(=O)C=2C=C1C(=NC2)NC(=C1)C=1C=NN(C1)C N-(5-(2-(2-oxa-7-azaspiro[4.4]nonan-7-yl)acetamido)-2-methylpyridin-3-yl)-2-(1-methyl-1H-pyrazol-4-yl)-1H-pyrrolo[2,3-b]pyridine-5-carboxamide